ClC1=CC(=CC=2N1N=CC2C=2SC(=NN2)C(F)F)S(=O)(=O)NC2(CC2)C 7-chloro-3-(5-(difluoromethyl)-1,3,4-thiadiazol-2-yl)-N-(1-methyl-cyclopropyl)pyrazolo[1,5-a]pyridine-5-sulfonamide